di(3,4-dimethylbenzyl)sorbitol CC=1C=C(CC(O)([C@H](O)[C@@H](O)[C@H](O)[C@H](O)CO)CC2=CC(=C(C=C2)C)C)C=CC1C